NC1=CC=C(C=C1)N1CCNCC1 N-(4-aminophenyl)piperazine